methyl 2-(2-aminoacetamido)-3-(4-chlorobenzoyl)-4h,5h,6h-cyclopenta[b]thiophene-5-carboxylate NCC(=O)NC1=C(C2=C(S1)CC(C2)C(=O)OC)C(C2=CC=C(C=C2)Cl)=O